4-((5-methylpyridin-2-yl)amino)-2-((3-hydroxy-2,3,4,5-tetrahydro-benzo[b][1,4]oxazepin-7-yl)amino)pyrimidine-5-carboxamide CC=1C=CC(=NC1)NC1=NC(=NC=C1C(=O)N)NC1=CC2=C(OCC(CN2)O)C=C1